C(CCCCCCCCCCCCCCCCCCCCCC)(=O)OC[C@@H](OC(CCCCCCCCCCCCCCCCCCCCCC)=O)COP(=O)([O-])OCC[N+](C)(C)C 1,2-ditricosanoyl-sn-glycero-3-phosphocholine